tert-butyl N-[5-[[2-[2-(1H-indazol-5-yl)-1-piperidyl]-2-oxo-acetyl]amino]-3-methyl-2-pyridyl]carbamate N1N=CC2=CC(=CC=C12)C1N(CCCC1)C(C(=O)NC=1C=C(C(=NC1)NC(OC(C)(C)C)=O)C)=O